C(C(O)C)(=O)O.C(C(O)C)(=O)O.C(C(O)C)(=O)O.C(C)[SiH3] ethylsilane trilactate